C1(=CC=CC=C1)S(=O)(=O)N1COC(C2=C1C=CC=C2)C=C 1-(phenylsulfonyl)-4-vinyl-1,4-dihydro-2H-benzo[d][1,3]Oxazine